N-(1-cyano-1-methyl-ethyl)-4-(3-cyclohexylpropionylamino)pyridine-2-carboxamide C(#N)C(C)(C)NC(=O)C1=NC=CC(=C1)NC(CCC1CCCCC1)=O